The molecule is a methyl-branched fatty acid that is undecanoic acid bearing a methyl substituent at position 3. It is a methyl-branched fatty acid, a branched-chain saturated fatty acid and a medium-chain fatty acid. It derives from an undecanoic acid. It is a conjugate acid of a 3-methylundecanoate. CCCCCCCCC(C)CC(=O)O